(methylcarbamoyl)picolinic acid methyl ester COC(C1=NC=CC=C1C(NC)=O)=O